C(C)(C)C1=CN=CC(=N1)CC=1N(C=2C(=C3CC[C@@H](N(C3=CC2)C(=O)OC)C)N1)C1CCCCC1 (1R,3R)-3-((S)-2-((6-Isopropylpyrazin-2-yl)methyl)-6-(methoxycarbonyl)-7-methyl-6,7,8,9-tetrahydro-3H-imidazo[4,5-f]chinolin-3-yl)cyclohexan